N-(4-fluoro-5-(((2S,4R)-4-(imidazo[1,2-a]pyrimidin-2-yloxy)-2-methylpyrrolidin-1-yl)methyl)thiazol-2-yl)acetamide FC=1N=C(SC1CN1[C@H](C[C@H](C1)OC=1N=C2N(C=CC=N2)C1)C)NC(C)=O